N-[(1R,3s,5S)-8-Azabicyclo[3.2.1]octan-3-yl]-N-methyl-5-(1H-pyrrolo[2,3-c]pyridin-7-yl)[1,3]thiazolo[5,4-d][1,3]thiazol-2-amin Hydrochlorid Cl.[C@H]12CC(C[C@H](CC1)N2)N(C=2SC=1N=C(SC1N2)C=2N=CC=C1C2NC=C1)C